C(=O)(O)C1=CC=C(C=C1)S p-carboxyl-benzenethiol